3-cyclopropyl-1-methyl-5-(4,4,5,5-tetramethyl-1,3,2-dioxaborolan-2-yl)-1H-pyrazole C1(CC1)C1=NN(C(=C1)B1OC(C(O1)(C)C)(C)C)C